2-((1R,5S,6R)-3-(7,7-difluoro-2-((S)-2-methylpiperidin-1-yl)-6,7-dihydro-5H-cyclopenta[d]pyrimidin-4-yl)-3-azabicyclo[3.1.0]hexan-6-yl)acetic acid FC1(CCC2=C1N=C(N=C2N2C[C@@H]1C([C@@H]1C2)CC(=O)O)N2[C@H](CCCC2)C)F